COC(CC(CC1=C(C=C(C(=C1)F)F)F)N)=O 3-amino-4-(2,4,5-trifluorophenyl)butyric acid methyl ester